C(C)OC(C1=C(N=CC(=C1)C=1C=CC=2N(N1)C=C(N2)NC(C)=O)C(F)(F)F)=O 5-(2-acetamidoimidazo[1,2-b]pyridazin-6-yl)-2-(trifluoromethyl)nicotinic acid ethyl ester